CN(C)CC1=NC(=C(C2=C1CN(C2)C(=O)OC(C)(C)C)C)C tert-butyl 4-[(dimethylamino) methyl]-6,7-dimethyl-1,3-dihydro-2H-pyrrolo[3,4-C]pyridine-2-carboxylate